C(N)(O[C@H]1C(N(C[C@@H](C1)F)C(=O)C=1C=C(C=2N(C1)N=C(C2C)C=2N(C1=CC(=CC=C1C2)Br)CC2CC2)OC)C(C)(C)C)=O Tert-butyl-((3R,5R)-1-(2-(6-bromo-1-(cyclopropylmethyl)-1H-indol-2-yl)-4-methoxy-3-methylpyrazolo[1,5-a]pyridine-6-carbonyl)-5-fluoropiperidin-3-yl) carbamate